NC1CCN(CC1)C1=NC=C(C=N1)CNC(=O)NC=1SC=C(N1)C(C)(C)C1=CC=C(C=C1)Br 1-((2-(4-aminopiperidin-1-yl)pyrimidin-5-yl)methyl)-3-(4-(2-(4-bromophenyl)propan-2-yl)thiazol-2-yl)urea